N-[(R)-1-(4-fluoro-3-methoxyphenyl)ethyl]-4-(1,7-diaza-7-spiro[4.4]nonyl)-5-(3,5-difluorophenyl)nicotinamide FC1=C(C=C(C=C1)[C@@H](C)NC(C1=CN=CC(=C1N1CC2(CCCN2)CC1)C1=CC(=CC(=C1)F)F)=O)OC